C=CC1=CC=CC=N1 vinylpyridine